OCCCN1N=C2C=CC=CC2=C1C(C#N)O[Si](C)(C)C 2-(2-(3-hydroxypropyl)-2H-indazol-3-yl)-2-(trimethylsilyloxy)acetonitrile